tert-butyl 3-(4-amino-7-methyl-5-(4-((6-methylpyridin-2-yl)oxy)phenyl)-7H-pyrrolo[2,3-d]pyrimidin-6-yl)-4-fluoropyrrolidine-1-carboxylate NC=1C2=C(N=CN1)N(C(=C2C2=CC=C(C=C2)OC2=NC(=CC=C2)C)C2CN(CC2F)C(=O)OC(C)(C)C)C